C(C)C1=C(C=C(C(=C1)[N+](=O)[O-])OC([2H])([2H])[2H])N1CCC(CC1)N1CCN(CC1)C 1-[1-[2-ethyl-4-nitro-5-(trideuteriomethoxy)phenyl]-4-piperidyl]-4-methyl-piperazine